4-[2-(3-bromo-4-fluoro-phenoxy)ethyl]-1,2,4-triazole BrC=1C=C(OCCN2C=NN=C2)C=CC1F